NC1=NC2=CC(=CC=C2C=C1)CN(C(C)=O)C1=C(C(=O)N)C=CC=C1 2-{N-[(2-aminoquinolin-7-yl)methyl]acetamido}benzamide